NC1=NC(=CC2=C1N=C(N2C)CCCO)C=2SC(=CC2)C2=CC(=CC=C2)F 3-(4-amino-6-(5-(3-fluorophenyl)thiophen-2-yl)-1-methyl-1H-imidazo[4,5-C]pyridin-2-yl)propan-1-ol